N-(4-methoxyphenyl)-2-((2-aminobenzyl)amino)acetamide methyl-3-(3-morpholinophenyl)-3-oxopropanoate COC(CC(=O)C1=CC(=CC=C1)N1CCOCC1)=O.COC1=CC=C(C=C1)NC(CNCC1=C(C=CC=C1)N)=O